ClC1=C(C=CC=C1NC(C1=NC=C(C=C1)CN1CC(CCC1)(F)F)=O)C1=C(C(=CC=C1)NC(C1=NC=C(C=C1)C=O)=O)C N-(2'-chloro-3'-(5-((3,3-difluoropiperidin-1-yl)methyl)picolinamido)-2-methyl-[1,1'-biphenyl]-3-yl)-5-formylpicolinamide